2,6-dibromo-4-chloro-3-nitropyridine BrC1=NC(=CC(=C1[N+](=O)[O-])Cl)Br